C(N)(=O)C1(CC(C1)(F)F)N1CSC(=C1C)COC=1C=CC2=C(C=C(O2)C)C1 N-(1-carbamoyl-3,3-difluorocyclobutyl)-2-methyl-5-((4-methylthiazol-5-yl)methoxy)benzofuran